butanetriol nitrate [N+](=O)([O-])OC(CCC)(O)O